ClC1=CC=C(CN2N=C3C4=C(CCC3=C2)OC(=C4C)C(=O)NC4=CC=C(C=C4)C)C=C1 2-(4-chlorobenzyl)-8-methyl-N-(4-methylphenyl)-4,5-dihydro-2H-furo[2,3-g]indazole-7-carboxamide